tert-butyl ((1r,3r)-3-((4-bromopyridin-2-yl)ethynyl)cyclobutyl)carbamate BrC1=CC(=NC=C1)C#CC1CC(C1)NC(OC(C)(C)C)=O